N-(5-bromo-3-chloro-2-nitro-phenyl)-5-(difluoromethyl)-1,3,4-thiadiazol-2-amine BrC=1C=C(C(=C(C1)NC=1SC(=NN1)C(F)F)[N+](=O)[O-])Cl